2-(2,3-Dihydro-[1,4]dioxino[2,3-b]pyridin-2-ylmethoxy)-9-(2-dimethylamino-phenyl)-6,7-dihydro-pyrimido[6,1-a]isoquinolin-4-one O1C(COC2=NC=CC=C21)COC2=NC(N1C(C3=CC=C(C=C3CC1)C1=C(C=CC=C1)N(C)C)=C2)=O